N-[2-bromo-6-(cyclopropylcarbamoyl)-4-fluoro-phenyl]tetrahydropyran-4-carboxamide BrC1=C(C(=CC(=C1)F)C(NC1CC1)=O)NC(=O)C1CCOCC1